C(C)OC(=O)C1NCCC1(C)C 3,3-Dimethylpyrrolidine-2-carboxylic acid ethyl ester